1-(6-(2-methoxyphenyl)pyridazin-3-yl)-N-(pyridin-4-Ylmethyl)piperidin-3-amine COC1=C(C=CC=C1)C1=CC=C(N=N1)N1CC(CCC1)NCC1=CC=NC=C1